N-(2-((1S,3R)-3-aminocyclopentane-1-carboxamido)ethyl)-4-((3-(1-(2,2-difluoroethyl)-3-(trifluoromethyl)-1H-pyrazol-4-yl)imidazo[1,2-a]pyrazin-8-yl)amino)-2-ethylbenzamide N[C@H]1C[C@H](CC1)C(=O)NCCNC(C1=C(C=C(C=C1)NC=1C=2N(C=CN1)C(=CN2)C=2C(=NN(C2)CC(F)F)C(F)(F)F)CC)=O